ClC=1C=CC=2N(N1)C(=NN2)C2=NOC(=C2)C(F)F 3-(6-chloro-[1,2,4]triazolo[4,3-b]pyridazine-3-yl)-5-(difluoromethyl)isoxazole